FC(C=1C(=NOC1)C1=CC=C(N)C=C1)(F)F 4-(4-(Trifluoromethyl)isoxazol-3-yl)aniline